methyl 1-ethyl-3-{[(1s,4s)-4-{[2-(trifluoromethyl)imidazo[1,2-a]pyridin-5-yl] amino} cyclohexyl] carbamoyl}-1H-pyrazole-5-carboxylate C(C)N1N=C(C=C1C(=O)OC)C(NC1CCC(CC1)NC1=CC=CC=2N1C=C(N2)C(F)(F)F)=O